ClC=1C=C(C=NC1C(=O)N1CC(C1)O)NC(=O)C1=C(C(=NS1)C1=CC=CC=C1)C1CC1 N-(5-CHLORO-6-(3-HYDROXYAZETIDINE-1-CARBONYL)PYRIDIN-3-YL)-4-CYCLOPROPYL-3-PHENYLISOTHIAZOLE-5-CARBOXAMIDE